(5RS)-2-[(1-Methyl-1H-pyrazol-3-yl)methyl]-5-(pyrrolidin-1-ylcarbonyl)-5,6,7,8-tetrahydro[1,2,4]triazolo[4,3-a]pyridin-3(2H)-one CN1N=C(C=C1)CN1N=C2N([C@H](CCC2)C(=O)N2CCCC2)C1=O |r|